5-(4-(tert-butyl)-naphthalen-2-yl)thieno[2',3':4,5]thieno[2,3-c]pyridine C(C)(C)(C)C1=CC(=CC2=CC=CC=C12)C1=NC=CC2=C1SC1=C2SC=C1